2-trifluoromethylphenylthiophenol FC(C1=C(C=CC=C1)C1=C(C=CC=C1)S)(F)F